rac-N-[(3S,4R)-4-({[(1S,4S)-4-cyclopropylcyclohexyl]oxy}methyl)-7-methyl-6-oxo-1,3,4,6-tetrahydro-2H-quinolizin-3-yl]cyclopropanesulfonamide C1(CC1)C1CCC(CC1)OC[C@H]1[C@H](CCC2=CC=C(C(N12)=O)C)NS(=O)(=O)C1CC1 |r|